N1C=C(C2=CC=CC=C12)C=1C2=C(N=C(N1)N1C(COCC1)C)CN(CC2)C(C(F)(F)F)=O 4-(4-(1H-indol-3-yl)-7-trifluoroacetyl-5,6,7,8-tetrahydropyrido[3,4-d]pyrimidin-2-yl)-3-methylmorpholine